isobutyl-thiainine C(C(C)C)C1SC=CC=C1